3-(4-(4,4,5,5-tetramethyl-1,3,2-dioxaborolan-2-yl)phenyl)-3,8-diazabicyclo[3.2.1]octane CC1(OB(OC1(C)C)C1=CC=C(C=C1)N1CC2CCC(C1)N2)C